(3,4-dihydro-1H-2-benzopyran-7-ylmethyl)-N-{[2-fluoro-3-methoxy-6-(4-methyl-1,2,3-triazol-1-yl)phenyl]methyl}-3-(methoxymethyl)pyrazole-4-carboxamide C1OCCC2=C1C=C(C=C2)CC2=C(C(=NN2)COC)C(=O)NCC2=C(C(=CC=C2N2N=NC(=C2)C)OC)F